ClC1=C(C#N)C=C(C=C1)N1C(N=C2C(C1=O)=CC=CN2CC=2C=NC(=NC2)Cl)=O 2-chloro-5-(8-((2-chloropyrimidin-5-yl)methyl)-2,4-dioxo-4,8-dihydropyrido[2,3-d]pyrimidin-3(2H)-yl)benzonitrile